(2-(2,6-dioxopiperidin-3-yl)-3-oxoisoindolin-5-yl)methyl (4-chloro-3-methyl phenyl)carbamate ClC1=C(C=C(C=C1)NC(OCC=1C=C2C(N(CC2=CC1)C1C(NC(CC1)=O)=O)=O)=O)C